4-[1-(1,3-oxazol-2-yl)propan-2-yl]benzene-1,3-diol O1C(=NC=C1)CC(C)C1=C(C=C(C=C1)O)O